2,3-difluoro-4-pentyloxyphenol FC1=C(C=CC(=C1F)OCCCCC)O